[B].[Li].[Ag] silver lithium-boron